COC(=O)C1(CN(CCC1)C1=NC(=NC2=C(C(=C(C=C12)F)Br)F)F)C 1-(7-bromo-2,6,8-trifluoroquinazolin-4-yl)-3-methylpiperidine-3-carboxylic acid methyl ester